C(C)(C)(C)OC(=O)N1CC2(N(C3=NC=C(C=C3CC2)I)F)CC1 fluoro-6'-iodo-3',4'-dihydro-1'H-spiro[pyrrolidine-3,2'-[1,8]naphthyridine]-1-carboxylic acid tert-butyl ester